3-[[1-[(3R,4R)-1-[2-(2-fluorophenyl)-4-methyl-thiazole-5-carbonyl]-3-phenyl-piperidine-4-carbonyl]-4-hydroxy-4-piperidinyl]methyl]pyrido[3,2-d]pyrimidin-4-one FC1=C(C=CC=C1)C=1SC(=C(N1)C)C(=O)N1C[C@H]([C@@H](CC1)C(=O)N1CCC(CC1)(O)CN1C=NC2=C(C1=O)N=CC=C2)C2=CC=CC=C2